(Benzyloxy)-3-(methoxy-d3)benzaldehyde C(C1=CC=CC=C1)OC1=C(C=O)C=CC=C1OC([2H])([2H])[2H]